ethyl (S)-2-(cyclopropanesulfonamido)-2-(1-neopentyl-6-(2-(trifluoromethyl)phenyl)-1H-indol-3-yl)acetate C1(CC1)S(=O)(=O)N[C@H](C(=O)OCC)C1=CN(C2=CC(=CC=C12)C1=C(C=CC=C1)C(F)(F)F)CC(C)(C)C